C(#N)CC(=O)NC1=C2C=CN(C2=CC=C1)C1=CC=NC=C1 4-(4-(2-cyanoacetamido)-1H-indol-1-yl)pyridin